5-(4-((7-ethyl-6-oxo-5,6-dihydro-1,5-naphthyridin-3-yl)methyl)piperazin-1-yl)-N-((1s,3s)-3-hydroxycyclobutyl)picolinamide C(C)C=1C(NC=2C=C(C=NC2C1)CN1CCN(CC1)C=1C=CC(=NC1)C(=O)NC1CC(C1)O)=O